cycloundecan-11-one C1CCCCCCCCCC1=O